NC1=NC=C(C(=O)N)C(=C1I)Cl 6-amino-4-chloro-5-iodonicotinamide